S1C(=NC2=C1C=CC=C2)NC2=CC1=C(N=N2)N(CC1)C=1SC=C(N1)C(=O)O 2-{3-[(1,3-benzothiazol-2-yl)amino]-5H,6H,7H-pyrrolo[2,3-c]pyridazin-7-yl}-1,3-thiazole-4-carboxylic acid